acetamido-4-((6-aminohexyl)amino)-N-(4-methyl-5-nitrothiazol-2-yl)benzamide nickel naphthate C1(=CC=CC2=CC=CC=C12)C(=O)[O-].[Ni+2].C(C)(=O)NC1=C(C(=O)NC=2SC(=C(N2)C)[N+](=O)[O-])C=CC(=C1)NCCCCCCN.C1(=CC=CC2=CC=CC=C12)C(=O)[O-]